C(CCCCCN=CC1=C(C(=C(C(=C1F)F)N=[N+]=[N-])F)F)N=CC1=C(C(=C(C(=C1F)F)N=[N+]=[N-])F)F N,N'-(hexane-1,6-diyl)bis(1-(4-azido-2,3,5,6-tetrafluorophenyl)methanimine)